tert-butyl (S)-6-methyl-2,6-dihydropyrrolo[3,4-c]pyrazole-5(4H)-carboxylate C[C@@H]1N(CC=2C1=NNC2)C(=O)OC(C)(C)C